3,6-diethyl-1,8-diaminooctane C(C)C(CCN)CCC(CCN)CC